2-(3,4-Dimethoxyphenyl)-3-isopropyl-5-(2-(piperidin-4-yl)ethoxy)-1H-indol COC=1C=C(C=CC1OC)C=1NC2=CC=C(C=C2C1C(C)C)OCCC1CCNCC1